COC=1C=C(CN(C2=CC(=NC=C2)CN2CCNCC2)CC2=CC(=CC=C2)N2CCN(CC2)C)C=CC1 1-((4-((3-methoxybenzyl)(3-(4-methylpiperazin-1-yl)benzyl)amino)pyridin-2-yl)methyl)piperazin